N1(CCNCCC1)C=O (1,4-diazepan-1-yl)methanone